(1-(2-((1s,4s)-4-(2-chloro-5-methylphenoxy)cyclohexyl)ethyl)-1,4,5,6-tetrahydrocyclopenta[c]pyrazol-3-yl)(4-fluoro-4-(hydroxymethyl)piperidin-1-yl)methanone ClC1=C(OC2CCC(CC2)CCN2N=C(C3=C2CCC3)C(=O)N3CCC(CC3)(CO)F)C=C(C=C1)C